C(C)(C)(C)OC(CCC(C(=O)N)N1C(C2=CC=C(C=C2C1)C(N[C@@H](C(F)(F)F)C1=NC=CC=C1Cl)=O)=O)=O 5-amino-4-(5-(((R)-1-(3-chloropyridin-2-yl)-2,2,2-trifluoroethyl)carbamoyl)-1-oxoisoindolin-2-yl)-5-oxopentanoic acid (S)-tert-butyl ester